NCCN1C(C2=CC3=C(N=CC=C3N2C(C1([2H])[2H])([2H])[2H])OCC(F)(F)F)=O 11-(2-aminoethyl)-12,12,13,13-tetradeuterio-6-(2,2,2-trifluoroethoxy)-1,5,11-triazatricyclo[7.4.0.02,7]trideca-2,4,6,8-tetraen-10-one